C1(CC1)C(C1=CC=C(C=C1)F)NC(C(=O)O)=O 2-((cyclopropyl(4-fluorophenyl)methyl)amino)-2-oxoacetic acid